ClC1=C(C=C(C=C1)F)C1N(C(C2=CC(=CC(=C12)NC1CN(CCC1)C(=O)OC(C)(C)C)C=1C=CC=2N(C1)N=CN2)=O)CC2=CC=C(C=C2)OC tert-butyl 3-{[3-(2-chloro-5-fluorophenyl)-2-[(4-methoxyphenyl)methyl]-1-oxo-6-{[1,2,4]triazolo[1,5-a]pyridin-6-yl}-2,3-dihydro-1H-isoindol-4-yl]amino}piperidine-1-carboxylate